9,10-difluoro-6-((((2-methoxypyridin-4-yl)methyl)(piperidin-3-yl)amino)methyl)-2,3-dihydro-7H-[1,4]oxazino[2,3,4-ij]quinolin-7-one FC=1C=C2C(C(=CN3C2=C(C1F)OCC3)CN(C3CNCCC3)CC3=CC(=NC=C3)OC)=O